N-(3-Dimethylaminopropyl)-N'-ethylcarbodiimide HCl salt Cl.CN(CCCN=C=NCC)C